(3S)-N-[6-methyl-5-[2-(methylamino)pyrido[2,3-d]pyrimidin-6-yl]pyridin-3-yl]-3-(trifluoromethoxy)pyrrolidine-1-carboxamide CC1=C(C=C(C=N1)NC(=O)N1C[C@H](CC1)OC(F)(F)F)C1=CC2=C(N=C(N=C2)NC)N=C1